[Na+].[Na+].OC(C(=O)[O-])=S=O.OC(C(=O)[O-])=S=O 2-hydroxy-2-sulfinyl-acetic acid disodium salt